O1CC(C1)N1CCN(CC1)C1=CC=C(C=C1)N(C(OC(C)(C)C)=O)C=1C=2N(C=C(N1)[Sn](CCCC)(CCCC)CCCC)C=CN2 tert-butyl 4-(4-(oxetan-3-yl)piperazin-1-yl)phenyl(6-(tributylstannyl)imidazo[1,2-a]pyrazin-8-yl)carbamate